5-(3-((5-cyano-4-(4-fluorophenyl)thiazol-2-yl)(methyl)amino)-2-ethyl-imidazo[1,2-a]pyridin-6-yl)-N-(1-cyanocyclopropyl)pyrimidine-2-carboxamide C(#N)C1=C(N=C(S1)N(C1=C(N=C2N1C=C(C=C2)C=2C=NC(=NC2)C(=O)NC2(CC2)C#N)CC)C)C2=CC=C(C=C2)F